benzyl (S)-4-methyl-1-((S)-4-methyl-1-((S)-4-methyl-1-oxopentan-2-ylamino)-1-oxopentan-2-ylamino)-1-oxopentan-2-ylcarbamate CC(C[C@@H](C(=O)N[C@H](C(=O)N[C@H](C=O)CC(C)C)CC(C)C)NC(OCC1=CC=CC=C1)=O)C